ClC1=NC=C(C(=N1)C1=CNC2=CC(=CC=C12)C)F 3-(2-chloro-5-fluoropyrimidin-4-yl)-6-methyl-1H-indole